N-(3-(2'-((4-(1-acetylpiperidin-4-yl)phenyl)amino)-7'-oxo-5'H-spiro[cyclopropane-1,8'-pyrido[4,3-d]pyrimidine]-6'(7'H)-yl)-4-methylphenyl)-3-(trifluoromethyl)benzamide C(C)(=O)N1CCC(CC1)C1=CC=C(C=C1)NC=1N=CC2=C(N1)C1(C(N(C2)C=2C=C(C=CC2C)NC(C2=CC(=CC=C2)C(F)(F)F)=O)=O)CC1